N-ethyl-N-(2-(5-fluoro-1H-indol-3-yl)ethyl)propan-1-amine hydrochloride Cl.C(C)N(CCC)CCC1=CNC2=CC=C(C=C12)F